N-butyl-2-oxo-2-(piperazin-1-yl)acetamide C(CCC)NC(C(N1CCNCC1)=O)=O